CN1N=C(C=C1C)NC1=NC=C(C(=N1)C1=CNC2=C(C=CC=C12)NC(C(C)N1C[C@H](CC1)OC1=CC=NC=C1)=O)C N-(3-(2-((1,5-dimethyl-1H-pyrazol-3-yl)amino)-5-methylpyrimidin-4-yl)-1H-indol-7-yl)-2-((S)-3-(pyridin-4-yloxy)pyrrolidin-1-yl)propanamide